4-(trans-2-aminocyclopropyl)-N-(5-methyl-1,3,4-thiadiazol-2-yl)thiophene-2-carboxamide Dihydrochloride Cl.Cl.N[C@H]1[C@@H](C1)C=1C=C(SC1)C(=O)NC=1SC(=NN1)C